chloro-1'-(2-(1,1-difluoroethyl)-6-(3-methoxycyclobutoxy)pyrimidin-4-yl)-1',2'-dihydrospiro[cyclopropane-1,3'-pyrrolo[3,2-c]pyridine] ClC1C2(C=3C=NC=CC3N1C1=NC(=NC(=C1)OC1CC(C1)OC)C(C)(F)F)CC2